C1(=CC=CC=C1)C(CC(C[N+](=O)[O-])C1=CC=C(C=C1)OCC#C)=O 1-phenyl-3-(4-(prop-2-yn-1-yloxy)phenyl)-4-nitro-1-butanone